OC[C@@H](CC(C)C)NC1=NC(=NC(=N1)CC(C)C=1C=CC=C2C=CC=NC12)NS(=O)(=O)C N-(4-(((R)-1-Hydroxy-4-methylpentan-2-yl)amino)-6-(2-(quinolin-8-yl)propyl)-1,3,5-triazin-2-yl)methanesulfonamide